N-(3-(2,6-dioxopiperidin-3-ylamino)-5-fluorophenyl)acetamide silicon fluorine [F].[Si].O=C1NC(CCC1NC=1C=C(C=C(C1)F)NC(C)=O)=O